3-(3,4-difluorophenyl)-2,4-dimethylazetidine-3-carboxylic acid ethyl ester C(C)OC(=O)C1(C(NC1C)C)C1=CC(=C(C=C1)F)F